ethyl 2-(2-amino-1,3-benzothiazol-6-yl)-2-hydroxy-butanoate NC=1SC2=C(N1)C=CC(=C2)C(C(=O)OCC)(CC)O